1-[(1-methylpyrazol-3-yl)methyl]-6-nitro-3,4-dihydroquinolin-2-one CN1N=C(C=C1)CN1C(CCC2=CC(=CC=C12)[N+](=O)[O-])=O